3-(4-((4-(2-(dicyclohexylamino)ethyl)benzyl)thio)-1-oxoisoindolin-2-yl)piperidine-2,6-dione C1(CCCCC1)N(CCC1=CC=C(CSC2=C3CN(C(C3=CC=C2)=O)C2C(NC(CC2)=O)=O)C=C1)C1CCCCC1